BrCC1=CC=C(C=C1)C1=CC=C(C=C1)CBr 4,4'-dibromomethylbiphenyl